NC1=C2C(=NC=N1)N(N=C2C2=CC1=C(C(=NO1)NC(=O)OC(C)(C)C)C=C2)CCCCNC(OC(C)(C)C)=O tert-butyl (4-(4-amino-3-(3-((tert-butoxycarbonyl)amino)benzo[d]isoxazol-6-yl)-1H-pyrazolo[3,4-d]pyrimidin-1-yl)butyl)carbamate